S1C=NC2=C1CCCC2 4,5,6,7-tetrahydrobenzo[1,2-d]thiazole